C(C(C)C)N1CCN(CC1)C1=CC=C(C=C1)NC(C1=CC(=C(C=C1)C)NC1=NC=CC(=N1)C=1C=NC=CC1)=O N-[4-(4-Isobutyl-piperazin-1-yl)-phenyl]-4-methyl-3-(4-pyridin-3-yl-pyrimidin-2-ylamino)-benzamide